(S,E)-N7-(1-(2-(Bicyclo[1.1.1]pentan-1-ylamino)-2-oxoethyl)-2-oxo-1,2-dihydropyridin-3-yl)-N1-cyclopentyl-6-(2-methyl-1,8-naphthyridin-3-carboxamido)hept-2-endiamid C12(CC(C1)C2)NC(CN2C(C(=CC=C2)NC([C@H](CC/C=C/C(=O)NC2CCCC2)NC(=O)C=2C(=NC1=NC=CC=C1C2)C)=O)=O)=O